1-Ethyl-3-Methylimidazol 1,1,2,2-Tetrafluoroethansulfonat FC(C(F)F)(S(=O)(=O)O)F.C(C)N1CN(C=C1)C